(2R)-2-[4-[(4-Chloro-3-cyano-1H-indol-7-yl)sulfamoyl]pyrazol-1-yl]propenamid ClC1=C2C(=CNC2=C(C=C1)NS(=O)(=O)C=1C=NN(C1)C(C(=O)N)=C)C#N